(Z)-5-(hex-3-en-1-yl)-5-methyloxolan-2-one C(C\C=C/CC)C1(CCC(O1)=O)C